7-bromo-8-(methylthio)-10-phenyl-1,10,11,11a-tetrahydro-3H-spiro[benzo[f]pyrrolo[1,2-b][1,2,5]thiadiazepine-2,1'-cyclopropane] 5,5-dioxide BrC1=CC2=C(N(CC3N(S2(=O)=O)CC2(CC2)C3)C3=CC=CC=C3)C=C1SC